leucine methyl ester isocyanate (Methyl-2-isocyanato-4-methylpentanoate) CC(C(=O)[O-])(CC(C)C)N=C=O.[N-]=C=O.COC([C@@H](N)CC(C)C)=O